FC=1C=C(C=CC1OC1=CC=NC2=CC=C(C=C12)OCCCN1CCOCC1)NC(=O)C1=C2C(=CN(C1=O)C1=CC=C(C=C1)F)CCO2 N-(3-fluoro-4-{[6-(3-morpholinopropoxy)quinolin-4-yl]oxy}phenyl)-5-(4-fluorophenyl)-6-oxo-2,3,5,6-tetrahydrofuro[3,2-c]pyridine-7-carboxamide